3-(benzyloxy)-6-(5-(4-(pyridin-2-yl)piperazin-1-yl)pent-1-yn-1-yl)picolinic acid methyl ester COC(C1=NC(=CC=C1OCC1=CC=CC=C1)C#CCCCN1CCN(CC1)C1=NC=CC=C1)=O